FC=1C(=C(C=C(C1)F)CNC(=O)C=1C(=NC=C(C1)C=1C=CC=2N(N1)C=C(N2)NC(C)=O)OC)OCC(C)C N-{[3,5-difluoro-2-(2-methylpropoxy)phenyl]methyl}-5-{2-acetamidoimidazo[1,2-b]pyridazin-6-yl}-2-methoxypyridine-3-carboxamide